O1COC2=C1C=CC=C2CNCC2=CC(=NC=C2)N2CCC(CC2)CC N-(1,3-benzodioxol-4-ylmethyl)-1-[2-(4-ethyl-1-piperidyl)-4-pyridyl]methanamin